C(C=C)(=O)N1C(CC(CC1)N1C=NC=2C(=NC=3C(=C(C(=CC3C21)Cl)C2=CC(=CC1=CC=CC=C21)O)F)OCC2N(CCC2)C)CC#N 2-(1-acryloyl-4-(8-chloro-6-fluoro-7-(3-hydroxynaphthalen-1-yl)-4-((1-methyl-pyrrolidin-2-yl)methoxy)-1H-imidazo[4,5-c]quinolin-1-yl)piperidin-2-yl)acetonitrile